(S)-4-Fluoro-1-isopropyl-N'-((1',5',6',7'-tetrahydro-2'H-spiro[cyclopropane-1,3'-dicyclopenta[b,e]pyridin]-8'-yl)carbamoyl)-1H-pyrazole-3-sulfonimidamide FC=1C(=NN(C1)C(C)C)[S@](=O)(N)=NC(NC1=C2C(=NC3=C1CCC3)C3(CC2)CC3)=O